FC1=C(C=2C(=NSN2)C=C1)[N+](=O)[O-] 5-fluoro-4-nitro-2,1,3-benzothiadiazole